tert-butyl ((3-hydroxy-1-oxo-1,3-dihydroisobenzofuran-5-yl)methyl)carbamate OC1OC(C2=CC=C(C=C12)CNC(OC(C)(C)C)=O)=O